CC=1C=C(C=C(C1)C1=C2C(=NC=C1)N(C=C2)C)NC(\C=C\C=2C=C(C=CC2)C)=O (E)-N-(3-methyl-5-(1-methyl-1H-pyrrolo[2,3-b]pyridin-4-yl)phenyl)-3-(m-tolyl)acrylamide